2-((7-bromo-5-methoxy-1H-indol-4-yl)methyl)-3-hydroxy-2H-indazole-5-carbonitrile BrC=1C=C(C(=C2C=CNC12)CN1N=C2C=CC(=CC2=C1O)C#N)OC